C1(CC1)C1=CC(=NO1)C1(CCN(CC1)C(=O)NC1=C(C=CC=C1C1CCN(CC1)C(C)C)F)C 4-(5-cyclopropyl-1,2-oxazol-3-yl)-N-{2-fluoro-6-[1-(propan-2-yl)piperidin-4-yl]phenyl}-4-methylpiperidine-1-carboxamide